(S)-alpha-methoxyphenylacetic acid CO[C@H](C(=O)O)C1=CC=CC=C1